ClC=1N=C2C(=NC1NS(=O)(=O)N(C1CC1)C)N(C(=N2)C2=NC(=CC=C2)OCC)C2=C(C=CC=C2OC)OC N-(5-Chloro-1-(2,6-dimethoxyphenyl)-2-(6-ethoxypyridin-2-yl)-1H-imidazo[4,5-b]pyrazin-6-yl)-N'-methyl-N'-cyclopropylsulfamide